tert-butyl (4S)-4-[4-(5-bromo-2-pyridyl)-3-(tert-butylsulfinylamino)butyl]-2,2-dimethyl-pyrrolidine-1-carboxylate BrC=1C=CC(=NC1)CC(CC[C@H]1CC(N(C1)C(=O)OC(C)(C)C)(C)C)NS(=O)C(C)(C)C